O=C(CCCC(=O)O)OC(CCCCCC)CCCCCC 5-oxo-5-(tridecan-7-yloxy)pentanoic acid